3,5-dichlorobenzyl 4-((3-(2-methyloxazol-5-yl)phenyl)amino)piperidine-1-carboxylate CC=1OC(=CN1)C=1C=C(C=CC1)NC1CCN(CC1)C(=O)OCC1=CC(=CC(=C1)Cl)Cl